COC(=O)C1CCC(CC1)N.Cl methyl (1S,4S)-4-aminocyclohexane-1-carboxylate hydrochloride